N-(3-chloro-4-{[(3-fluorophenyl)methyl]oxy}phenyl)-6-[5-({[2-(methylsulfonyl)ethyl]amino}methyl)-2-furanyl]-4-quinazolinamine bis(4-methylbenzenesulfonate) monohydrate O.CC1=CC=C(C=C1)S(=O)(=O)O.CC1=CC=C(C=C1)S(=O)(=O)O.ClC=1C=C(C=CC1OCC1=CC(=CC=C1)F)NC1=NC=NC2=CC=C(C=C12)C=1OC(=CC1)CNCCS(=O)(=O)C